CC1=NC(=NC=C1)[C@@H]1[C@H](C1)C1=NC2=CC=NC=C2C=C1 |o1:7,8| 2-((1S*,2S*)-2-(4-methylpyrimidin-2-yl)cyclopropyl)-1,6-naphthyridin